O1C(OCC1)C=1C(=CC(=C(C(=O)O)C1)F)NS(=O)(=O)C 5-(1,3-dioxolan-2-yl)-2-fluoro-4-(methylsulfonamido)benzoic acid